(5-(2,6-difluorophenyl)-1,3,4-oxadiazol-2-yl)methanone FC1=C(C(=CC=C1)F)C1=NN=C(O1)C=O